3-methyl-1,2-dihydro-1,8-naphthyridine CC=1CNC2=NC=CC=C2C1